Cl.C(C)N(C(C(=O)N1C2=CC=CC=C2SC=2C=CC=CC12)C)CC 10-(alpha-diethylaminopropionyl)-phenothiazine hydrochloride